(6-methyl-5-nitro-pyridin-2-yl)-piperazine-1-carboxylic acid tert-butyl ester C(C)(C)(C)OC(=O)N1C(CNCC1)C1=NC(=C(C=C1)[N+](=O)[O-])C